N1CC(CCC1)C=1C(=NC=CC1)N (piperidin-3-yl)pyridin-2-amine